S1C(=NC2=C1C=CC=C2)NC(=O)C=2C=CC=C1CCN(CC21)C2=CC=C(C(=N2)C(=O)O)C2=CC(=CC=C2)OC2=CC=CC=C2 6-[8-(1,3-benzothiazol-2-ylcarbamoyl)-3,4-dihydroisoquinolin-2(1H)-yl]-3-(3-phenoxyphenyl)pyridine-2-carboxylic acid